6-(2-chlorophenyl)-2-{[4,4-dimethyl-2-(pyridin-3-ylmethyl)-1,2,3,4-tetrahydroisoquinolin-7-yl]amino}imidazo[1,2-a]pyrimido[5,4-e]pyrimidin-5(6H)-one ClC1=C(C=CC=C1)N1C=2N(C3=C(C1=O)C=NC(=N3)NC3=CC=C1C(CN(CC1=C3)CC=3C=NC=CC3)(C)C)C=CN2